OCCOC1=C(OCCOCCO)C=C(C=C1)[N+](=O)[O-] 2-(2-(2-(2-hydroxyethoxy)-5-nitrophenoxy)ethoxy)ethanol